2-(2-(2-((3-(2-(2,6-dioxopiperidin-3-yl)-1-oxo-1,2-dihydrophthalazin-5-yl)prop-2-yn-1-yl)oxy)ethoxy)ethoxy)ethyl methanesulfonate CS(=O)(=O)OCCOCCOCCOCC#CC1=C2C=NN(C(C2=CC=C1)=O)C1C(NC(CC1)=O)=O